tert-butyl 4-[(1r,3r)-3-{4-[2-(2,6-dioxopiperidin-3-yl)-1,3-dioxoisoindol-5-yl]-4-hydroxypiperidin-1-yl}cyclobutoxy]piperidine-1-carboxylate O=C1NC(CC[C@H]1N1C(C2=CC=C(C=C2C1=O)C1(CCN(CC1)C1CC(C1)OC1CCN(CC1)C(=O)OC(C)(C)C)O)=O)=O